7-(3-fluorobenzyl)-4-(2,4-difluorobenzyl)-6,7,8,9-tetrahydroimidazo[1,2-a]pyrido[3,4-e]pyrimidin-5(4H)-one FC=1C=C(CN2CC=3C(N(C=4N(C3CC2)C=CN4)CC4=C(C=C(C=C4)F)F)=O)C=CC1